2,N-dimethyl-beta-alanine hydrochloride Cl.CC(CNC)C(=O)O